ClC=1C=C(C=CC1)C1=NC=CC=C1C=O 2-(3-chlorophenyl)pyridine-3-carbaldehyde